3-bromo-2,6-difluoro-4-methoxyphenol BrC=1C(=C(C(=CC1OC)F)O)F